4-(1-methylcyclopropyl)-5-(trifluoromethyl)pyrimidine-2,4-diamine CC1(CC1)C1(NC(=NC=C1C(F)(F)F)N)N